N1=C(C=CC=C1)C1(CC(=CC=C1)P)C1=NC=CC=C1 3,3-dipyridyl-phenyl-phosphine